N,N,N-Trimethyl-N-benzylammonium fluorid [F-].C[N+](CC1=CC=CC=C1)(C)C